C(C)O[Si](C)(C)C ethoxytrimethyl-silane